N1N=CC(=C1)C=1C=CC(=NC1)NC1=NC(=NC=C1)C1=CC=C2C=C(NC2=C1)C(=O)N(C)C 6-(4-((5-(1H-pyrazol-4-yl)pyridin-2-yl)amino)pyrimidin-2-yl)-N,N-dimethyl-1H-indole-2-carboxamide